C(C)(C)(C)OC(NCC1(CCN(CC1)C1=NC=C(N=C1)OC1=C(C(=CC=C1)N)Cl)C)=O ((1-(5-(3-amino-2-chlorophenoxy)pyrazin-2-yl)-4-methylpiperidin-4-yl)methyl)carbamic acid tert-butyl ester